CC(C)(C)N1CC(C1)C=1N(N=C2C(=C(C(=CC12)[N+](=O)[O-])C(=O)C1=C(C=CC(=C1)F)Cl)Br)C 2-methylpropan-2-yl-3-{7-bromo-6-[(2-chloro-5-fluorophenyl)carbonyl]-2-methyl-5-nitroindazol-3-yl}azetidine